2,2'-(1,4,7,10-tetraazacyclododecane-1,7-diyl)diacetate hydrochloride Cl.N1(CCNCCN(CCNCC1)CC(=O)O)CC(=O)O